C1(CC1)C1=C(C(=NO1)C1=C(C=CC=C1Cl)Cl)COC1C[C@H]2CC[C@@H](C1)N2C2=NN=C(O2)C=2C=CC(=C(C(=O)[O-])C2)C 5-((1R,3r,5S)-(3-((5-cyclopropyl-3-(2,6-dichlorophenyl)isoxazol-4-yl)methoxy)-8-azabicyclo[3.2.1]octan-8-yl)-1,3,4-oxadiazol-2-yl)-2-methylbenzoate